2-[4-[[(3R)-3-piperidinyl]amino]pyrido[3,4-d]pyridazin-1-yl]-5-(trifluoromethyl)phenol hydrochloride Cl.N1C[C@@H](CCC1)NC=1N=NC(=C2C1C=NC=C2)C2=C(C=C(C=C2)C(F)(F)F)O